(Z)-3-(3-(3,5-bis(trifluoromethyl)phenyl)-1H-1,2,4-triazol-1-yl)-2-(6-chloropyridin-3-yl)acrylamide FC(C=1C=C(C=C(C1)C(F)(F)F)C1=NN(C=N1)\C=C(/C(=O)N)\C=1C=NC(=CC1)Cl)(F)F